perfluoroheptylfluoride FC(C(C(C(C(C(C(F)(F)F)(F)F)(F)F)(F)F)(F)F)(F)F)(F)F